rhodium bicyclooctene rhodium chloride [Rh](Cl)(Cl)Cl.C1(=CCCCCCC1)C1=CCCCCCC1.[Rh]